4-(((2-(6-((3R,5R)-3-amino-5-fluoropiperidine-1-carbonyl)-3-(2-hydroxyethyl)-4-methoxybenzofuran-2-yl)-1-(cyclopropylmethyl)-1H-indol-7-yl)oxy)methyl)pyrrolidin-2-one N[C@H]1CN(C[C@@H](C1)F)C(=O)C1=CC2=C(C(=C(O2)C=2N(C3=C(C=CC=C3C2)OCC2CC(NC2)=O)CC2CC2)CCO)C(=C1)OC